(6,6'-dimethylbiphenyl-2,2'-diyl)bis(diphenyl-phosphine) CC1=CC=CC(=C1C1=C(C=CC=C1C)P(C1=CC=CC=C1)C1=CC=CC=C1)P(C1=CC=CC=C1)C1=CC=CC=C1